[(2S,3R,4R,5S,6S)-3,5-dimethoxy-6-methyl-4-propoxy-tetrahydropyran-2-yl]-N-[4-[1-[4-(1,1,2,2,2-pentafluoroethoxy)phenyl]-1,2,4-triazol-3-yl]phenyl]carbamate CO[C@H]1[C@@H](O[C@H]([C@@H]([C@H]1OCCC)OC)C)OC(NC1=CC=C(C=C1)C1=NN(C=N1)C1=CC=C(C=C1)OC(C(F)(F)F)(F)F)=O